NC1=C(C(C=2C(OC=3C=CC=CC3C2O1)=O)C1=CC=C(C=C1)C=1C=NC(=C(C1)C)F)C#N 2-amino-4-(4-(6-fluoro-5-methylpyridin-3-yl)phenyl)-5-oxo-4H,5H-pyrano[3,2-c]chromene-3-carbonitrile